4-(trifluoromethoxy)phenyl (3'R)-5',5'-difluoro-2-oxo[1,3'-bipiperidine]-1'-carboxylate 5-chloropyridin-2-yl-(3'R)-5',5'-difluoro-2-oxo[1,3'-bipiperidine]-1'-carboxylate ClC=1C=CC(=NC1)OC(=O)N1C[C@@H](CC(C1)(F)F)N1C(CCCC1)=O.FC1(C[C@H](CN(C1)C(=O)OC1=CC=C(C=C1)OC(F)(F)F)N1C(CCCC1)=O)F